BrC1=C(C=C(C=N1)N)C#CC1CC1 6-Bromo-5-(cyclopropylethynyl)pyridin-3-amine